3-(Bromomethyl)benzenesulfonamide BrCC=1C=C(C=CC1)S(=O)(=O)N